N[C@@H](C#CC1=CC2=C(N=C3N2[C@H]2C4=C(C(N([C@@H]3C2)C([2H])([2H])[2H])=O)C=CC=C4OC(F)F)C=C1)CC(C)(C)O |o1:1| (7R,14R)-11-((R or S)-3-amino-5-hydroxy-5-methylhex-1-yn-1-yl)-1-(difluoromethoxy)-6-(methyl-d3)-6,7-dihydro-7,14-methanobenzo[f]benzo[4,5]imidazo[1,2-a][1,4]diazocin-5(14H)-one